1-((3R,5R,8S,9S,10R,13S,14S,17S)-10-Fluoro-3-hydroxy-3,13-dimethylhexadecahydro-1H-cyclopenta[a]phenanthren-17-yl)-2-((2-fluorophenyl)amino)ethan-1-one F[C@]12[C@H]3CC[C@@]4([C@H](CC[C@H]4[C@@H]3CC[C@@H]2C[C@](CC1)(C)O)C(CNC1=C(C=CC=C1)F)=O)C